5-(2,4-difluorophenyl)-3-isoxazolecarboxylic acid FC1=C(C=CC(=C1)F)C1=CC(=NO1)C(=O)O